COC(=O)CC[NH3+] (methoxycarbonyl-ethyl)ammonium